CC(CO)=C β-methylallyl alcohol